[Ni].[Cu].[Ag].[Sn] tin-silver-copper-nickel